FC1=C(C2=C(OCCO2)C=C1)CO (6-fluoro-2,3-dihydrobenzo[b][1,4]dioxin-5-yl)methanol